(S)-N-(3-chloro-4-fluorophenyl)-7-fluoro-1-(methylsulfonyl)-2,3-dihydro-1H-indene-4-carboxamide ClC=1C=C(C=CC1F)NC(=O)C=1C=2CC[C@@H](C2C(=CC1)F)S(=O)(=O)C